2,3-diamino-5-trifluoromethylpyridine NC1=NC=C(C=C1N)C(F)(F)F